Cl.N1C[C@@H](OCC1)CO [(2R)-morpholin-2-yl]methanol, hydrochloride